ClC=1C=C(C=C(C1)Cl)C=1C=C2C=CC(=CC2=CC1)N(C1=CC2=C(SC3=C2C=CC=C3)C=C1)C1=CC=CC=C1 N-(6-(3,5-dichlorophenyl)naphthalen-2-yl)-N-phenyldibenzo[b,d]thiophen-2-amine